O=C1NC(CCC1N1C(C2=CC=C(C=C2C1=O)N1CCC(CC1)CN1CCC(CC1)C(CN1CCN(CC1)C(=O)OCC1=CC=CC=C1)(F)F)=O)=O benzyl 4-[2-[1-[[1-[2-(2,6-dioxo-3-piperidyl)-1,3-dioxo-isoindolin-5-yl]-4-piperidyl]methyl]-4-piperidyl]-2,2-difluoro-ethyl]piperazine-1-carboxylate